C(=O)(O)C=CC=CC1=CC=CC=C1 1-carboxy-4-phenyl-1,3-butadiene